CN(C(C1=CC(=CC=C1)OC(F)(F)F)=O)[C@H](CN1CCCC1)C(C)C (S)-N-Methyl-N-(3-methyl-1-(pyrrolidin-1-yl)butan-2-yl)-3-(tri-fluoromethoxy)benzamide